C(C)(C)(C)N(C(O)=O)C1CC(C1)N1C(NC=2C=NC(=CC21)Cl)=O.OC2=CC=C(C=NC1=NN=C(S1)C=1C=C(C(O)=CC1)O)C=C2 4-{5-[(4-Hydroxybenzylidene)amino]-1,3,4-thiadiazol-2-yl}catechol tert-Butyl-((1r,3r)-3-(6-chloro-2-oxo-2,3-dihydro-1H-imidazo[4,5-c]pyridin-1-yl)cyclobutyl)carbamate